C(=CCCCCCCCCCCCCCCCC)N octadecenylamine